COC(C(CC(=O)OC)NC(CCC(=O)O)=O)=O 4-((1,4-dimethoxy-1,4-dioxobutan-2-yl)amino)-4-oxobutanoic acid